2-(3,8-diazabicyclo[3.2.1]octan-3-yl)-4-chloro-7-(thiazol-2-yl)benzo[d]oxazole C12CN(CC(CC1)N2)C=2OC1=C(N2)C(=CC=C1C=1SC=CN1)Cl